4-(1-{4-[7-(aminocarbonyl)-2H-indazol-2-yl]benzyl}piperidinium-4-yl)thiomorpholin-4-ium NC(=O)C1=CC=CC2=CN(N=C12)C1=CC=C(C[NH+]2CCC(CC2)[NH+]2CCSCC2)C=C1